NC1=CC=C(OC2=CC=C(C=C2)C2=NC(=NC(=N2)C2=CC=C(C=C2)OC2=CC=C(C=C2)N)C2=CC=CC=C2)C=C1 2,4-di[4-(4-aminophenoxy)phenyl]-6-phenyl-1,3,5-triazine